bismuthonium 3-ethoxy-4-((6-(4-methoxyphenyl)-4-methylhex-3-en-1-yl)oxy)benzaldehyde C(C)OC=1C=C(C=O)C=CC1OCCC=C(CCC1=CC=C(C=C1)OC)C.[BiH4+]